N1C2(N=CC3=CC=CC=C13)CCNCC2 SPIRO[PIPERIDINE-4,2'-QUINAZOLINE]